7-chlorobenzo[4,5]imidazo[1,2-f]phenanthridine ClC1=CC=2C=3N(C=4C=CC=CC4C2C=C1)C1=C(N3)C=CC=C1